O1CCN(CC1)C=1OC2=CC=CC=C2C(C1)=O morpholino-chromen-4-one